ClC1=CC=C(C=C1)S(=O)(=O)NC=1SC(=NN1)CC 4-chloro-N-(5-ethyl-1,3,4-thiadiazol-2-yl)benzene-1-sulfonamide